tert-butyl 4-[4-[3-[(4-methoxyphenyl)methyl]-2,4-dioxo-hexahydropyrimidin-1-yl]-8-quinolyl]piperazine-1-carboxylate COC1=CC=C(C=C1)CN1C(N(CCC1=O)C1=CC=NC2=C(C=CC=C12)N1CCN(CC1)C(=O)OC(C)(C)C)=O